4-oxopentanoic acid isobutyl ester C(C(C)C)OC(CCC(C)=O)=O